1-(4-Methylpyridin-3-yl)ethan-1-on CC1=C(C=NC=C1)C(C)=O